FC(C1=C(C=NN1C)C(=O)OCC)F ethyl 5-(difluoromethyl)-1-methyl-1H-pyrazole-4-carboxylate